FC1=C(C(=C(C(=C1F)F)F)F)OC(=O)C=1C=C2C=C(N=CC2=CC1)CP(=O)(OCC)OCC 3-((diethoxyphosphoryl)methyl)isoquinoline-6-carboxylic acid perfluorophenyl ester